6-(2-(1-(2-(2,4-difluorophenyl)-2-hydroxy-3-(1H-1,2,3-triazol-1-yl)propyl)piperidin-4-yl)ethyl)-4-(3-(4-fluorophenyl)-1-methyl-1H-pyrazol-4-yl)-5H-pyrrolo[3,4-b]pyridine-5,7(6H)-dione FC1=C(C=CC(=C1)F)C(CN1CCC(CC1)CCN1C(C2=NC=CC(=C2C1=O)C=1C(=NN(C1)C)C1=CC=C(C=C1)F)=O)(CN1N=NC=C1)O